FC(C(=O)O)(F)F.N[C@H](C(=O)NCC1=CC(=C(C=C1)S(=O)(=O)C)F)CCC(=O)N (2S)-2-amino-N-[(3-fluoro-4-methanesulfonylphenyl)methyl]pentanediamide trifluoroacetate